C(C)C1=CC=C(C(=O)NC=2C=C3C(=CNC3=CC2)C2CCN(CC2)CC)C=C1 5-(4-ethylbenzoyl)amino-3-(1-ethylpiperidin-4-yl)-1H-indole